N-[(9-benzyl-beta-carbolin-3-yl)methyl]-9-(4-fluorobenzyl)-beta-carbolin-1-amine C(C1=CC=CC=C1)N1C2=CC=CC=C2C=2C=C(N=CC12)CNC1=NC=CC=2C3=CC=CC=C3N(C12)CC1=CC=C(C=C1)F